C(C)(C)C1=C(C(=CC=C1)C(C)C)C1=CC=C(S1)C1=CC=C(C2=NSN=C21)C=2SC(=CC2)C2=C(C=CC=C2C(C)C)C(C)C 4,7-bis[5-(2,6-di-iso-propylphenyl)-2-thienyl]benzo[c]1,2,5-thiadiazole